COC1(CCC(CC1)C(=O)OCC)CCC Ethyl 4-methoxy-4-propylcyclohexanecarboxylate